ClC1=NC=CC(=C1)OCC(C)(O)C 1-[(2-chloropyridin-4-yl)oxy]-2-methylpropan-2-ol